4-ETHYL-4-[2-(2-HYDROXYANILINO)-5-METHYL-THIAZOL-4-YL]HEXANOIC ACID C(C)C(CCC(=O)O)(CC)C=1N=C(SC1C)NC1=C(C=CC=C1)O